C1(=CC=CC=C1)P(OC1=CC2=C(C=C(C=C2C=C1C(C)(C)C)C(C)(C)C)C(C)(C)C)(OC1=CC2=C(C=C(C=C2C=C1C(C)(C)C)C(C)(C)C)C(C)(C)C)[O-] bis(3,6,8-tri-t-butyl-2-naphthyl) phenylphosphite